4-(6-fluoro-2-methyl-1-oxo-1,2-dihydroisoquinolin-4-yl)-2,6-dimethoxybenzaldehyde FC=1C=C2C(=CN(C(C2=CC1)=O)C)C1=CC(=C(C=O)C(=C1)OC)OC